1-(4-(6-(((1R,3S,5S)-1,5-dimethyl-8-azabicyclo[3.2.1]octan-3-yl)(methyl)amino)pyridazin-3-yl)-2-fluoro-5-hydroxyphenyl)-1H-imidazole-4-carbonitrile C[C@]12CC(C[C@](CC1)(N2)C)N(C2=CC=C(N=N2)C2=CC(=C(C=C2O)N2C=NC(=C2)C#N)F)C